BrC=1C=CC2=C(N(C(=N2)C)CC(F)F)C1 6-bromo-1-(2,2-difluoroethyl)-2-methylbenzimidazole